C(C)(C)(C)OC(=O)N1C(CC1)C1=NC(=C(N=C1)OC)N (6-amino-5-methoxypyrazin-2-yl)azetidine-1-carboxylic acid tert-butyl ester